ClC1=CC=C(C(=N1)C(=O)N)O[C@H](C)C=1C=C(C=C2C(C(=C(OC12)C=1C=C2C(=NC1)OC=N2)C)=O)C 6-Chloro-3-[(1R)-1-(3,6-dimethyl-2-oxazolo[5,4-b]pyridin-6-yl-4-oxo-chromen-8-yl)ethoxy]pyridine-2-carboxamide